CC(C#N)(C)C1=NC=C(C=C1)NCC#CC=1N(C2=CC=CC(=C2C1)NC1CCN(CC1)C)CC(F)(F)F 2-methyl-2-{5-[(3-{4-[(1-methylpiperidin-4-yl)amino]-1-(2,2,2-trifluoroethyl)-1H-indol-2-yl}prop-2-yn-1-yl)amino]pyridin-2-yl}propanenitrile